ClC1=NN(C=C1N)CC(F)F chloro-1-(2,2-difluoroethyl)-1H-pyrazol-4-amine